NC1CC(C1)OC1CCN(CC1)C(=O)OCC[Si](C)(C)C 2-trimethylsilyl-ethyl 4-(3-aminocyclobutoxy)piperidine-1-carboxylate